C(CC)S[Sn](SC1SCC1)(SC1SCC1)SC1SCC1 propylthiotris(thietanylthio)tin